COC=1C=C(C=CC1OC)C=C1NC(N(C1=O)CCC(=O)O)=O 4-(3,4-dimethoxyphenylmethylene)-2,5-dioxo-1-imidazolidinepropionic acid